2-bromo-4-(bromomethyl)-1-(difluoromethoxy)benzene BrC1=C(C=CC(=C1)CBr)OC(F)F